4-(N,N-dimethylamino)butyric acid (6Z,9Z,28Z,31Z)-heptatriaconta-6,9,28,31-tetraen-19-yl ester CCCCC\C=C/C\C=C/CCCCCCCCC(CCCCCCCC\C=C/C\C=C/CCCCC)OC(CCCN(C)C)=O